4-(chloromethyl)-1H-pyrazole hydrochloride Cl.ClCC=1C=NNC1